BrC1=C(C=C2N=CC(=NC2=C1)C(F)(F)F)F 7-bromo-6-fluoro-2-(trifluoromethyl)quinoxaline